ClC1=C(C(=C(C=C1Br)Br)Cl)O 2,6-dichloro-3,5-dibromophenol